FC1=C(C(=O)N(C)C)C=CC=C1C1=NC=C(C(=C1)N1C(C=C(C=C1C)[C@@H]1[C@H](C1)C1=CC=C(C=C1)F)=O)C 2-fluoro-3-(4-((1S,2S)-2-(4-fluorophenyl)cyclopropyl)-5',6-dimethyl-2-oxo-2H-[1,4'-bipyridin]-2'-yl)-N,N-dimethylbenzamide